N[C@H]1CS(C2=C(N(C1=O)CC1=CC=C(C=C1)Cl)C=C(C(=C2)F)C2=NN(C=C2)CC)(=O)=O (3R)-3-amino-5-[(4-chlorophenyl)methyl]-7-(1-ethylpyrazol-3-yl)-8-fluoro-1,1-dioxo-2,3-dihydro-1λ6,5-benzothiazepin-4-one